ClC1=CC2=C(C[C@@H](C3=NC=CC=C3O2)CN)C=C1 |o1:6| (R*)-(7-chloro-10,11-dihydrobenzo[6,7]oxepino[3,2-b]pyridin-11-yl)methanamine